2-hydroxy-4-methyl-5,7-dihydro-furo[3,4-b]pyridine-3-carbonitrile OC1=C(C(=C2C(=N1)COC2)C)C#N